4-[4-(5-Nitro-furan-2-ylmethylene)-3,5-dioxo-pyrazolidin-1-yl]-benzoic acid ethyl ester C(C)OC(C1=CC=C(C=C1)N1NC(C(C1=O)=CC=1OC(=CC1)[N+](=O)[O-])=O)=O